C(C)(C)(C)OC(NC1CC2(C1)CCN(CC2)C2=C(C=C(C=C2)NC2=NC=C(C(=N2)NC2=C(C=CC=C2)P(=O)(C)C)C)Cl)=O tert-butyl(7-(2-chloro-4-((4-((2-(dimethylphosphoryl)phenyl)amino)-5-methylpyrimidin-2-yl)amino)phenyl)-7-azaspiro[3.5]nonan-2-yl)carbamate